1,2-dimethylpiperidine-4-amine CN1C(CC(CC1)N)C